ClC=1C=C(C=CC1Cl)NC(=O)NC=1C=CC(=C(C1)NC(=O)C1=CN=CN1C)C N-(5-{[(3,4-dichlorophenyl)carbamoyl]amino}-2-methylphenyl)-1-methyl-1H-imidazole-5-carboxamide